1-(3-Chlorophenyl)-N-(cyclopropylmethyl)-7-oxo-6-(3-(pyrrolidin-1-ylmethyl)phenyl)-4,5,6,7-tetrahydro-1H-pyrazolo[3,4-c]pyridine-3-carboxamide ClC=1C=C(C=CC1)N1N=C(C2=C1C(N(CC2)C2=CC(=CC=C2)CN2CCCC2)=O)C(=O)NCC2CC2